6a,7,8,9-tetrahydro-6,6,9-trimethyl-3-pentyl-6H-dibenzo[b,d]pyran-1-ol CC1(C2C(C3=C(O1)C=C(C=C3O)CCCCC)=CC(CC2)C)C